C(CCC)[N+]1=C(C2=C3C(C=CC=C13)=CC=C2)C=CC2=C(C(CC2)=CC=C2N(C1=CC=CC=3C1=C2C=CC3)CCCC)N(C3=CC=CC=C3)C3=CC=CC=C3 1-Butyl-2-(2-[3-[2-(1-butyl-1H-benzo[cd]indol-2-ylidene)-ethylidene]-2-diphenylamino-cyclopent-1-enyl]-vinyl)-benzo[cd]indolium